CC1(C2=CC(=CC=C2C=2C=CC(=CC12)C=1C=C(C=CC1)C1=CC(=CC=C1)C1=NC(=NC(=N1)C1=CC=CC=C1)C1=CC=CC=C1)C1=CC=CC=C1)C 2-(3'-(9,9-dimethyl-7-phenyl-9H-fluoren-2-yl)-[1,1'-biphenyl]-3-yl)-4,6-diphenyl-1,3,5-triazine